Cl.N[C@H](C(=O)O)CC1=CC(=CC=C1)OC(=O)C1=CC2=C(N=C(O2)C2=CC(=CC(=C2)Cl)Cl)C=C1 (S)-2-amino-3-(3-((2-(3,5-dichlorophenyl)benzo[d]oxazole-6-carbonyl)oxy)phenyl)propanoic acid hydrochloride